FC1(CCC(CC1)N1C(C(CC1)NC(C1=C(C=C(C=C1)S(=O)(=O)CCO)N1CCC2(CC2)CC1)=O)=O)F N-(1-(4,4-difluorocyclohexyl)-2-oxopyrrolidin-3-yl)-4-((2-hydroxyethyl)sulfonyl)-2-(6-azaspiro[2.5]octan-6-yl)benzamide